NC1=NN=C(O1)CCNC(=O)[C@H]1N(C[C@@H](C1)O)C([C@H](C(C)(C)C)N1N=NC(=C1)C1CC1)=O (2S,4r)-N-[2-(5-amino-1,3,4-oxadiazol-2-yl)ethyl]-1-[(2S)-2-(4-cyclopropyltriazol-1-yl)-3,3-dimethyl-butyryl]-4-hydroxy-pyrrolidine-2-carboxamide